C(=C)C=1C=C(C=CC1)C1=C(C=CC(=C1)C=C)CCC1=C(C=C(C=C1)C=C)C1=CC(=CC=C1)C=C 1,2-bis(3-vinylphenyl-4-vinylphenyl)ethane